COC=1C=C(C=O)C=CC1OCC1=CC=C(C=C1)S(=O)(=O)C 3-Methoxy-4-((4-(methylsulfonyl)benzyl)oxy)-benzaldehyde